C(#N)C1=CN(C2=CC=C(C=C12)N1N=CC(=C1)C(=O)O)C(C)C 1-(3-cyano-1-isopropyl-indol-5-yl)-pyrazole-4-carboxylic acid